[Br-].O=C1N(C(C2=CC=CC=C12)=O)C/C=C/C[N+]12CN3CN(CN(C1)C3)C2 (1s,3R,5S)-1-((E)-4-(1,3-dioxoisoindolin-2-yl)but-2-en-1-yl)-1,3,5,7-tetraaza-adamantan-1-ium bromide